C(=CCCCC)C(C(=O)O)CC.C(CCC)(=O)OCC\C=C/CC (Z)-hex-3-en-1-yl butanoate (HEXENYL-3-CIS-BUTYRATE)